3-bromo-N-methyl-5H,6H,7H-pyrazolo[3,2-b][1,3]oxazin-6-amine BrC=1C=NN2C1OCC(C2)NC